COC(=O)C=1C=CC2=C(N(C(=N2)CN2CCC(=CC2)C2=NC(=CC=C2)OCC2=CC(=C(C=C2)C(C)=O)F)C[C@H]2OCC2)C1 (S)-2-((6-((4-acetyl-3-fluorobenzyl)oxy)-3',6'-dihydro-[2,4'-bipyridyl]-1'(2'H)-yl)methyl)-1-(oxetan-2-yl-Methyl)-1H-benzo[d]imidazole-6-carboxylic acid methyl ester